C[Si](O[Si](O[Si](O[Si](C)(C)C)(C(C)C)C)(C)C)(C)C 1,1,1,3,3,5,7,7,7-nonamethyl-5-(1-methylethyl)tetrasiloxane